[Cl-].C(C1=CC=CC=C1)N1CC=CC=C1 N-benzyl-pyridine chloride